4-(4-(1-(1-propenoylazetidin-3-yl)-1,2,3,6-tetrahydropyridin-4-yl)phenyl)-6-(1-methyl-1H-pyrazol-4-yl)pyrazolo[1,5-a]pyridine-3-carbonitrile C(C=C)(=O)N1CC(C1)N1CCC(=CC1)C1=CC=C(C=C1)C=1C=2N(C=C(C1)C=1C=NN(C1)C)N=CC2C#N